2-((4-methoxybenzyl)amino)propanoic acid ethyl ester C(C)OC(C(C)NCC1=CC=C(C=C1)OC)=O